FC(N1C(C=CC(=C1)[C@@H]1OCC[C@@H](C1)C=1N=C(C2=C(N1)N=C(C(=C2)F)C)C21CC(C2)(C1)C(F)(F)F)=O)F 1-(difluoromethyl)-5-((2R,4S)-4-(6-fluoro-7-methyl-4-(3-(trifluoromethyl)bicyclo[1.1.1]pentan-1-yl)pyrido[2,3-d]pyrimidin-2-yl)tetrahydro-2H-pyran-2-yl)pyridin-2(1H)-one